3,5-di-tert-butyl-4-hydroxybenzyl dioctadecyl phosphate P(=O)(OCC1=CC(=C(C(=C1)C(C)(C)C)O)C(C)(C)C)(OCCCCCCCCCCCCCCCCCC)OCCCCCCCCCCCCCCCCCC